isostearyl palmitate C(CCCCCCCCCCCCCCC)(=O)OCCCCCCCCCCCCCCCC(C)C